S(SS)(=O)[O-] trisulfaneAt